OC(C1=CC=CC=C1)(O)O trishydroxytoluene